C(C1=CC=CC=C1)(C1=CC=CC=C1)N1CCC(CC1)N1CC2=NC=CC=C2C1=O 6-(1-benzhydryl-4-piperidyl)-7H-pyrrolo[3,4-b]pyridin-5-one